(1r,2r)-1-amino-6-fluoro-4,4-dimethyl-1,2,3,4-tetrahydronaphthalen-2-ol N[C@H]1[C@@H](CC(C2=CC(=CC=C12)F)(C)C)O